COC(=O)C1CCSCC1 Tetrahydrothiopyran-4-carboxylic acid methyl ester